C(C)OCCC(C(=O)O)=CC1=CC=C(C=C1)OC 2-ethoxyethyl-p-methoxycinnamic acid